C1(CCCC1)OC1=C(C=C(C=C1)NC(=O)C1=CN(C2=CC(=C(C=C12)F)C1=NN=NN1)C(F)F)F N-(4-(cyclopentyloxy)-3-fluorophenyl)-1-(difluoromethyl)-5-fluoro-6-(1H-tetrazol-5-yl)-1H-indole-3-carboxamide